Cl.N1=C(C=CC=C1)N1CN=CC(=C1)C(=O)N 3-(2-pyridyl)pyrimidine-5-carboxamide hydrochloride